NC=1SC(=CN1)C(CO)N1C(CCC(C1)(F)F)=O 1-(1-(2-aminothiazol-5-yl)-2-hydroxyethyl)-5,5-difluoropiperidin-2-one